ClC1=CC2=C(C=C3N2C(=NN(C3=O)CC(=O)NC=3SC=NN3)C(C)C)S1 2-(2-Chloro-5-isopropyl-8-oxothieno[2',3':4,5]pyrrolo[1,2-d][1,2,4]triazin-7(8H)-yl)-N-(1,3,4-thiadiazol-2-yl)acetamid